C(#N)C=1N=C(SC1N1C(=C(C=C1C)C(=O)NC1=NC2=C(N1)C=C(C=C2)OC)C)C 1-(4-cyano-2-methylthiazol-5-yl)-N-(6-methoxy-1H-benzo[d]imidazol-2-yl)-2,5-dimethyl-1H-pyrrole-3-carboxamide